N[C@]1(C[C@H]([C@@H](C1)[18F])F)C(=O)O (1S,3R,4R)-1-amino-3-fluoro-4-[18F]fluorocyclopentane-1-carboxylic acid